C1(=CC=CC=C1)NC(O)=O.N1=NN=CC=C1 triazine phenylcarbamate